[Na+].C(C)N(C1=CC(=CC=C1)OC)CCCS(=O)(=O)[O-] N-ethyl-N-(3-sulfopropyl)-3-methoxyaniline sodium salt